tert-Butyl 3-(4-(2-(4-Chloro-5-iodo-2-methoxyphenylamino)acetyl)piperazin-1-yl)azetidine-1-carboxylate ClC1=CC(=C(C=C1I)NCC(=O)N1CCN(CC1)C1CN(C1)C(=O)OC(C)(C)C)OC